OCC1=CC=C(O1)C(=O)O 5-(hydroxymethyl)-2-furoic acid